C(CCC)OP1(=NP(=NP(=N1)(OCCCC)F)(OCCCC)F)F 2,4,6-tributyloxytrifluoro-cyclotriphosphazene